C(C1=CC=CC=C1)OC1=CC2=C(C[C@@H](O2)CNC(=O)OCC2=CC=CC=C2)C(=C1N(S(NC(=O)OCC=C)(=O)=O)CC(=O)OC(C)(C)C)F tert-butyl {[(2R)-6-(benzyloxy)-2-({[(benzyloxy)carbonyl]amino}methyl)-4-fluoro-2,3-dihydro-1-benzofuran-5-yl]({[(prop-2-en-1-yl)oxy]carbonyl}sulfamoyl)amino}acetate